C1(CC1)S(=O)(=O)NC=1SC=C(N1)C1(CC1)NC(C1=CC=C(C=C1)C1=NC(=CN=C1)C(F)(F)F)=O N-(1-(2-(cyclopropanesulfonamido)thiazol-4-yl)cyclopropyl)-4-(6-(trifluoromethyl)pyrazin-2-yl)benzamide